(E)-5,6-difluoro-2-styryl-1H-benzimidazole FC1=CC2=C(NC(=N2)\C=C\C2=CC=CC=C2)C=C1F